FC=1C=NC(=NC1)C1CN(C1)[C@@H]1[C@H](CCCC1)OC=1C=C2CN(C(C2=CC1)=O)C1C(NC(CC1)=O)=O 3-(5-(((1S,2S)-2-(3-(5-fluoropyrimidin-2-yl)azetidin-1-yl)cyclohexyl)oxy)-1-oxoisoindolin-2-yl)piperidine-2,6-dione